NC(C(=O)O)CNS(=O)(=O)C1=C(SC(=C1C)Cl)Cl 2-amino-3-[(2,5-dichloro-4-methylthiophene-3-sulfonyl)amino]propanoic acid